(3-chloro-5-(methylsulfonylamino)phenyl)-1-(1-phenylethyl)-1H-pyrazole-4-carboxamide ClC=1C=C(C=C(C1)NS(=O)(=O)C)C1=NN(C=C1C(=O)N)C(C)C1=CC=CC=C1